FC1=C2CN(CC2=CC=C1O)C(CCC(=O)OCC)=O ethyl 4-(4-fluoro-5-hydroxy-isoindolin-2-yl)-4-oxobutanoate